N-(2-hydroxyethyl)-N,1-dimethyl-5-(4-(5-(trifluoromethyl)-1,2,4-oxadiazol-3-yl)pyridin-2-yl)-1H-pyrrolo[2,3-c]pyridine-2-carboxamide OCCN(C(=O)C1=CC=2C(=CN=C(C2)C2=NC=CC(=C2)C2=NOC(=N2)C(F)(F)F)N1C)C